(S)-5-(4-(4-fluoropyrazolo[1,5-a]pyridin-2-yl)-1,4,6,7-tetrahydro-5H-imidazo[4,5-c]pyridin-5-yl)-N-neopentylpyrazine-2-carboxamide FC=1C=2N(C=CC1)N=C(C2)[C@H]2N(CCC1=C2N=CN1)C=1N=CC(=NC1)C(=O)NCC(C)(C)C